2-(3-chlorobicyclo[1.1.1]pentan-1-yl)-4,4-dimethylcyclohex-1-eneformaldehyde ClC12CC(C1)(C2)C2=C(CCC(C2)(C)C)C=O